FP(F)(F)=O trifluorophosphorus oxide